N-(3-((5-(2-(difluoromethoxy)pyridin-4-yl)-2-((1-methyl-1H-pyrazol-4-yl)amino)pyrimidin-4-yl)amino)-4-fluorophenyl)acrylamide FC(OC1=NC=CC(=C1)C=1C(=NC(=NC1)NC=1C=NN(C1)C)NC=1C=C(C=CC1F)NC(C=C)=O)F